FC1=CC=CC2=C1N(C(=N2)C=2C(=NOC2)N)CC=2N=NC=CC2 4-(7-fluoro-1-(pyridazin-3-ylmethyl)-benzoimidazol-2-yl)isoxazol-3-amine